1-((4-(5-(3-cyano-4-isopropoxyphenyl)-1,2,4-oxadiazol-3-yl)naphthalen-1-yl)methyl)-N,N-dimethylazetidine-3-carboxamide C(#N)C=1C=C(C=CC1OC(C)C)C1=NC(=NO1)C1=CC=C(C2=CC=CC=C12)CN1CC(C1)C(=O)N(C)C